3,4,5-trimethylcyclohexanone CC1CC(CC(C1C)C)=O